Cl.NC(C(=O)N1CCN(CC1)C(=O)NC1=NC(N(C=C1)C1=CC=C(C=C1)CN1CC(C1)(O)CN)=O)(C)C 4-(2-Amino-2-methylpropanoyl)-N-(1-(4-((3-(aminomethyl)-3-hydroxyazetidin-1-yl)methyl)phenyl)-2-oxo-1,2-dihydropyrimidin-4-yl)piperazine-1-carboxamide hydrochloride salt